FC(C(=O)O)(F)F.N=1N2C(=CC1)C(C1(C2)CCNCC1)N 4'h,6'h-spiro[piperidine-4,5'-pyrrolo[1,2-b]pyrazol]-4'-amine (trifluoroacetate)